(S)-N'-((3-cyclopropyl-2-methyl-6,7-dihydro-5H-cyclopenta[b]pyridin-4-yl)carbamoyl)-4-(2-hydroxypropan-2-yl)thiophene-2-sulfonimidamide C1(CC1)C=1C(=C2C(=NC1C)CCC2)NC(=O)N=[S@@](=O)(N)C=2SC=C(C2)C(C)(C)O